(2R)-2-amino-3-hydroxy-propanamide N[C@@H](C(=O)N)CO